4-hydroxybenzaldehyde-disulfide OC12C(C3C(C=O)(C=C1)S3)S2